NC=1N=NC(=CC1N1CC2CCC(C1)N2C2=CC(=NC=C2)C#CCN2CC(CCCC2)(O)C)C2=C(C=CC=C2)O 1-[3-[4-[3-[3-amino-6-(2-hydroxyphenyl)pyridazin-4-yl]-3,8-diazabicyclo[3.2.1]octan-8-yl]-2-pyridyl]prop-2-ynyl]-3-methyl-azepan-3-ol